(R)-N-(3-(1-((2-Amino-5-chloropyridin-3-yl)oxy)ethyl)phenyl)-4-((4-methylpiperazin-1-yl)methyl)benzamid NC1=NC=C(C=C1O[C@H](C)C=1C=C(C=CC1)NC(C1=CC=C(C=C1)CN1CCN(CC1)C)=O)Cl